tert-butyl (3-(3-(((1S,2R,6R)-2,6-bis(3-((3-((tert-butoxycarbonyl)amino)propyl)amino)-3-oxopropoxy)-4-((6-hydroxyhexyl)carbamoyl)cyclohex-3-en-1-yl)oxy)propanamido)propyl)carbamate C(C)(C)(C)OC(=O)NCCCNC(CCO[C@H]1[C@H]([C@@H](CC(=C1)C(NCCCCCCO)=O)OCCC(NCCCNC(=O)OC(C)(C)C)=O)OCCC(=O)NCCCNC(OC(C)(C)C)=O)=O